N-(2-bromo-1-oxopropyl)glycyl-glycine BrC(C(=O)NCC(=O)NCC(=O)O)C